C(C)=NNC1=NC(NC=C1C)=S 4-ethylidenehydrazino-5-methylpyrimidine-2(1H)-thione